C(C#C)NC(=O)N1CCNCC1 N-(prop-2-yn-1-yl)piperazine-1-carboxamide